(S)-4-(cyclopropylethynyl)-4-(1,1-difluoroethyl)-6-fluoro-7-((5-(hydroxymethyl)-1H-imidazol-1-yl)methyl)-3,4-dihydroquinazolin-2(1H)-one C1(CC1)C#C[C@@]1(NC(NC2=CC(=C(C=C12)F)CN1C=NC=C1CO)=O)C(C)(F)F